CN1N=NC(=C1)C1=CC2=C(N(C=N2)C[C@H]2OCC2)C=C1 5-(1-methyl-1H-1,2,3-triazol-4-yl)-1-{[(2S)-oxetan-2-yl]methyl}-1H-1,3-benzodiazole